ClC1=C(C=CC=C1)C[C@@H](C)N1C(=NC2=C1C=CC=1CCN(CC21)C(=O)OC)[C@@H]2C[C@H](CCC2)C(=O)O (1S,3S)-3-{3-[(2R)-1-(2-chlorophenyl)propan-2-yl]-8-(methoxycarbonyl)-3H,6H,7H,8H,9H-imidazo[4,5-h]isoquinolin-2-yl}cyclohexane-1-carboxylic acid